[Na+].[N+](=O)([O-])C1=CC=C(C=C1)OP([O-])(=O)CNC(=O)OCC1=CC=CC=C1 [(N-benzyloxycarbonylamino)methyl]-phosphonic acid mono-(4-nitrophenyl) ester sodium salt